(tert-butyl)-3-methyl-6-(phenylsulfonyl)-3,6-dihydroimidazo[4,5-d]pyrrolo[2,3-b]pyridin-2(1H)-one C(C)(C)(C)N1C(N(C=2C1=C1C(=NC2)N(C=C1)S(=O)(=O)C1=CC=CC=C1)C)=O